1-(2-chloro-6-methoxybenzo[d]thiazol-4-yl)-2,2,2-trifluoroethanol ClC=1SC2=C(N1)C(=CC(=C2)OC)C(C(F)(F)F)O